OCCS(=O)(=O)O L-2-hydroxyethanesulfonic acid